P(O)(=O)(OP(=O)(O)OP(=O)(O)O)OC[C@@H]1[C@H](C[C@@](O1)(N1C=NC=2C(N)=NC=NC12)F)O fluoro-2'-deoxyadenosine-5'-triphosphate